2-FLUORO-4-(PIPERIDINE-1-CARBONYL)PHENYLBORONIC ACID FC1=C(C=CC(=C1)C(=O)N1CCCCC1)B(O)O